(3-dimethylaminopropyl)N'-ethylcarbodiimide hydrochloride Cl.CN(CCCN=C=NCC)C